2-(didodecylamino)-1-(4-(N-(2-(didodecylamino)ethyl)-N-nonylglycinyl)piperazin-1-yl)ethan-1-one C(CCCCCCCCCCC)N(CC(=O)N1CCN(CC1)C(CN(CCCCCCCCC)CCN(CCCCCCCCCCCC)CCCCCCCCCCCC)=O)CCCCCCCCCCCC